The molecule is an ammonium betaine derivative of propanesulfonic acid. One of a group of non-detergent sulfobetaines having a sulfobetaine hydrophilic group and a short hydrophobic group that cannot aggregate to form micelles. C[N+](C)(CCCS(=O)(=O)[O-])CCO